1-[4,5-dichloro-2-(prop-2-en-1-yloxy)phenyl]-1-[1-(oxetane-3-carbonyl)piperidin-4-yl]Methylamine ClC1=CC(=C(C=C1Cl)C(C1CCN(CC1)C(=O)C1COC1)N)OCC=C